ClC=1C=C(C=C(C1CC1=C(C(=C(C=C1)O)C(C)C1=CC=C(C=C1)F)F)Cl)NC(CC(=O)O)=O 3-((3,5-dichloro-4-(2-fluoro-3-(1-(4-fluorophenyl)ethyl)-4-hydroxybenzyl)phenyl)amino)-3-oxopropanoic acid